FC(C=1C=C(C(=NC1F)OC)C1=C(C(=O)NS(=O)(=O)CC2=CC=C(C=C2)[C@H](C)OC([2H])([2H])[2H])C=CC(=C1)C([2H])([2H])[2H])F (S)-2-(5-(difluoromethyl)-6-fluoro-2-methoxypyridin-3-yl)-N-((4-(1-(methoxy-d3)ethyl)benzyl)sulfonyl)-4-(methyl-d3)benzamide